1-cyclopentyl-3-(2,6-difluoro-3,5-dimethoxyphenyl)-7-(1-(2-morpholinoethyl)-1H-pyrazol-4-yl)-1,6-naphthyridin-2(1H)-one C1(CCCC1)N1C(C(=CC2=CN=C(C=C12)C=1C=NN(C1)CCN1CCOCC1)C1=C(C(=CC(=C1F)OC)OC)F)=O